C(C)(=O)OCC(C)=C 1-methallyl acetate